[N+](=O)([O-])C1=CC=C(C=C1)C(/C=C/C=1C=C(OCCC(=O)O)C=CC1)=O 3-[3-[(E)-3-(4-Nitrophenyl)-3-oxoprop-1-enyl]phenoxy]propanoic acid